5-bromo-N-[5-(2,2-difluoroethyl)-4-methoxy-pyrimidin-2-yl]-2-trimethylsilyl-1H-pyrrolo[2,3-e][1,2]benzothiazole-3-sulfonamide BrC1=CC2=C(C=3C=NSC31)NC(=C2S(=O)(=O)NC2=NC=C(C(=N2)OC)CC(F)F)[Si](C)(C)C